C(C)C=1C=C(C=CC1)[C@@H](CO)NC(CC)=O N-[(1S)-1-(3-ethylphenyl)-2-hydroxyethyl]propionamide